C(C1=CC=CC=C1)N1N=CC(=C1)C(=O)N1CC2(CN(C2)C(=O)[C@@H]2C(C2)(C)C)C(C1)C(=O)NCC(CC1=CC=C(C=C1)Cl)=O 6-(1-benzyl-1H-pyrazole-4-carbonyl)-N-(3-(4-chlorophenyl)-2-oxopropyl)-2-((S)-2,2-dimethylcyclopropane-1-carbonyl)-2,6-diazaspiro[3.4]octane-8-carboxamide